benzyl (S)-(4-(dimethyl(oxo)-λ6-sulfaneylidene)-3-oxo-1-((1,1,1-trifluoro-2-methylpropan-2-yl)oxy)butan-2-yl)carbamate CS(=CC([C@H](COC(C(F)(F)F)(C)C)NC(OCC1=CC=CC=C1)=O)=O)(=O)C